(R)-(R)-(1-(1-(naphthalen-1-yl)ethyl)piperidin-4-yl)glycylglycine methyl ester COC(CNC(CNC1CCN(CC1)[C@H](C)C1=CC=CC2=CC=CC=C12)=O)=O